(R)-N-(8,9-difluoro-6-oxo-1,4,5,6-tetrahydro-2H-pyrano[3,4-c]isoquinolin-1-yl)-2-hydroxy-N-methyl-2,2-diphenylacetamide FC=1C(=CC=2C3=C(NC(C2C1)=O)COC[C@@H]3N(C(C(C3=CC=CC=C3)(C3=CC=CC=C3)O)=O)C)F